N-((1S,2R,3R,4R,5S)-1-(13-(4-((2-aminoethoxy)methyl)-1H-1,2,3-triazol-1-yl)-2,5,8,11-tetraoxatridecyl)-2,3-dihydroxy-6,8-dioxabicyclo[3.2.1]octan-4-yl)acetamide NCCOCC=1N=NN(C1)CCOCCOCCOCCOC[C@@]12[C@@H]([C@@H]([C@H]([C@@H](OC1)O2)NC(C)=O)O)O